C(C)N(CCN1C2=C(OCC1)N=CC(=C2)NC2=NC=C(C(=N2)OC)C2=CC=C(C=C2)N2C(CCC2)=O)CC 1-{4-[2-({1-[2-(diethylamino)ethyl]-1H,2H,3H-pyrido[2,3-b][1,4]oxazin-7-yl}amino)-4-methoxypyrimidin-5-yl]phenyl}pyrrolidin-2-one